C1(CC1)C=1C=2N(C=C(C1)C(=O)N1[C@@H](C3=CC=CC=C3CC1)C)C=C(N2)C=2C=CC(=NC2F)N2C[C@H](CC2)C(=O)OC Methyl (3S)-1-(5-{8-cyclopropyl-6-[(1R)-1-methyl-1,2,3,4-tetrahydroisoquinoline-2-carbonyl]imidazo[1,2-a]pyridin-2-yl}-6-fluoropyridin-2-yl)pyrrolidine-3-carboxylate